3H-benzotriazole N1=NNC2=C1C=CC=C2